(S)-2-[4,5-dichloro-2-(1,1-difluoropropyl)phenoxy]propionic acid ClC1=CC(=C(O[C@H](C(=O)O)C)C=C1Cl)C(CC)(F)F